(N-[4-amino-5-[3-[(4,4-difluoro-1-piperidyl)methyl]isoxazole-5-carbonyl]thiazol-2-yl]-4-fluoro-anilino)propanamide NC=1N=C(SC1C(=O)C1=CC(=NO1)CN1CCC(CC1)(F)F)N(C1=CC=C(C=C1)F)C(C(=O)N)C